C(#C)C=1C=CC(=C(C1)O)C1=NN=C(C=2CCCCC12)NC1CC(C1)(C)O 5-ethynyl-2-(4-(((cis)-3-hydroxyl-3-methylcyclobutyl)amino)-5,6,7,8-tetrahydrophthalazin-1-yl)phenol